C1(CCCCC1)N(C(\C=C\C1=CC=CC=C1)=O)C1=CC=CC=C1 (E)-N-cyclohexyl-3,N-diphenylacrylamide